(R)-5-(2-((6-amino-9H-purin-9-yl)methyl)-3,4-dichlorophenoxy)-N1,N1-dimethylpentane-1,2-diamine NC1=C2N=CN(C2=NC=N1)CC1=C(OCCC[C@H](CN(C)C)N)C=CC(=C1Cl)Cl